2-fluoro-6-[4-[1-methyl-6-oxo-4-(6-pyrrolidin-1-yl-3-pyridyl)-3-pyridyl]pyrazol-1-yl]benzonitrile FC1=C(C#N)C(=CC=C1)N1N=CC(=C1)C1=CN(C(C=C1C=1C=NC(=CC1)N1CCCC1)=O)C